tert-butyl 3-(1-methylindazol-6-yl)azetidine-1-carboxylate CN1N=CC2=CC=C(C=C12)C1CN(C1)C(=O)OC(C)(C)C